allyl-oxo-6-oxa-2-azaspiro[4.5]decane-2-carboxylate C(C=C)C1N(C(C2(C1)OCCCC2)=O)C(=O)[O-]